cis-3-Octen CC\C=C/CCCC